CC1=CC=C(C=C1)\C=C\C(=O)C1=CC=C(C=C1)C 4,4'-dimethyl-chalcone